3-((4-(4-((3-((4-(4-amino-3-(4-phenoxyphenyl)-1H-pyrazolo[3,4-d]pyrimidin-1-yl)piperidin-1-yl)methyl)pyrrolidin-1-yl)methyl)piperidin-1-yl)phenyl)amino)piperidine-2,6-dione NC1=C2C(=NC=N1)N(N=C2C2=CC=C(C=C2)OC2=CC=CC=C2)C2CCN(CC2)CC2CN(CC2)CC2CCN(CC2)C2=CC=C(C=C2)NC2C(NC(CC2)=O)=O